C1(CC=CC=C1C)(C)C1=C(C=CC=C1)O 6-xylenylphenol